(1R,4R,12aR)-N-(3-chloro-2,4-difluorobenzyl)-2,2-difluoro-7-hydroxy-6,8-dioxo-1,2,3,4,6,8,12,12a-octahydro-1,4-methanodipyrido[1,2-a:1',2'-d]pyrazine-9-carboxamide ClC=1C(=C(CNC(=O)C=2C(C(=C3N(C[C@@H]4N(C3=O)[C@H]3CC([C@@H]4C3)(F)F)C2)O)=O)C=CC1F)F